N-{4-[(2,2-difluorocyclopentyl)oxy]-3-fluorophenyl}-2-(pyrrolidin-1-yl)-5-(2,2,2-trifluoroethyl)oxazole-4-carboxamide FC1(C(CCC1)OC1=C(C=C(C=C1)NC(=O)C=1N=C(OC1CC(F)(F)F)N1CCCC1)F)F